2-hydroxy-4'-(2-hydroxyethoxy)-2-meth-ylpropiophenone OC(C(=O)C1=CC=C(C=C1)OCCO)(C)C